CC1=C(C(=O)O)C=C(C=C1)N1CC(C1)N1CCCC1 2-methyl-5-(3-(pyrrolidin-1-yl)azetidin-1-yl)benzoic acid